N=1NC(=C2C1CCSC2)O 4H,6H,7H-thiopyrano[4,3-c]pyrazol-3-ol